N1N=NN=NN=C1 hexazepine